tert-butyl N-[[6-(azidomethyl)-1H-pyrrolo[3,2-c]pyridin-2-yl]methyl]-N-(cyclobutylmethyl)carbamate diphenyl-phosphorazidate C1(=CC=CC=C1)OP(OC1=CC=CC=C1)(=O)N=[N+]=[N-].N(=[N+]=[N-])CC1=CC2=C(C=N1)C=C(N2)CN(C(OC(C)(C)C)=O)CC2CCC2